N1CC(C1)OC1=C(C=C(C=N1)C1=NC2=CC(=NC=C2C=C1)CNC(C1=CC(=CC=C1)S(=O)(=O)C(F)F)=O)F N-((2-(6-(azetidin-3-yloxy)-5-fluoropyridin-3-yl)-1,6-naphthyridin-7-yl)methyl)-3-((difluoromethyl)sulfonyl)benzamide